C1(CC1)OC1=CC=CC(=N1)C(=O)O 6-cyclopropoxypicolinic acid